(S)-6-(4-(3-(2-((5-Bromo-6-oxo-1,6-dihydropyridazin-4-yl)oxy)propoxy)propanoyl)piperazin-1-yl)nicotinonitrile BrC1=C(C=NNC1=O)O[C@H](COCCC(=O)N1CCN(CC1)C1=NC=C(C#N)C=C1)C